10-bromo-7,8-dichloro-5-(2-((2,2,2-trifluoroethyl)amino)ethyl)-3,4,5,6-tetrahydroazepino[4,5-b]indol-2(1H)-one BrC=1C=2C3=C(NC2C(=C(C1)Cl)Cl)C(CNC(C3)=O)CCNCC(F)(F)F